(4-(4-(benzyloxy)phenyl)-1-methyl-1H-1,2,3-triazol-5-yl)methanol C(C1=CC=CC=C1)OC1=CC=C(C=C1)C=1N=NN(C1CO)C